F[C@]12[C@H]3CC[C@@]4([C@H](CC[C@H]4[C@@H]3CC[C@@H]2C[C@](CC1)(C)O)C(CN1N=NN=C1)=O)C 1-((3R,5R,8S,9S,10R,13S,14S,17S)-10-Fluoro-3-hydroxy-3,13-dimethylhexadecahydro-1H-cyclopenta[a]phenanthren-17-yl)-2-(1H-tetrazol-1-yl)ethan-1-one